C(C)(=S)O Thioacetic acid